FC=1C=C(C=CC1C)C(=O)N1C2=C(NC3=C(C1)C=NN3C)C=CC=C2 (3-Fluoro-4-methylphenyl)(1-methyl-4,10-dihydrobenzo[b]pyrazolo[3,4-e][1,4]diazepin-5(1H)-yl)methanone